Methyl 3-((3-((2,4,6-trioxo-tetrahydropyrimidin-5(2H)-ylidene)methyl)phenoxy)methyl)benzoate O=C1NC(C(C(N1)=O)=CC=1C=C(OCC=2C=C(C(=O)OC)C=CC2)C=CC1)=O